FC=1C=C2NC(C(NC2=C(C1)C)=S)(C)C 6-fluoro-3,3,8-trimethyl-3,4-dihydroquinoxaline-2(1H)-thione